CC=1C=C2C(=CC=NC2=CC1C)OC1=CC(=C(C=C1)C(C(=O)NC1=CC=C(C=C1)F)=O)F (4-((6,7-dimethylquinoline-4-Yl)oxy)-2-fluorophenyl)-N-(4-fluorophenyl)-2-oxoacetamide